3-[2-hydroxy-3-(3-isopropylphenylamino)propyl]-1H-1,2,4-triazol-5(4H)-one OC(CC1=NNC(N1)=O)CNC1=CC(=CC=C1)C(C)C